N[C@@H]1C2=CC=CC=C2CC12CCN(CC2)C=2C(=NC(=CN2)C#CCN2N=CC1=C(C=CC=C21)N)CO (S)-(3-(1-amino-1,3-dihydrospiro[indene-2,4'-piperidin]-1'-yl)-6-(3-(4-amino-1H-indazol-1-yl)prop-1-yn-1-yl)pyrazin-2-yl)methanol